FC1=C(CN2N=CC(=C2)C=2C(=NC(=CC2)C)C2=CC=C3C=CC=NC3=C2)C=CC=C1 7-{3-[1-(2-Fluorobenzyl)-1H-pyrazol-4-yl]-6-methylpyridin-2-yl}chinolin